methyl 7-bromoisoindoline-5-carboxylate HCl salt Cl.BrC=1C=C(C=C2CNCC12)C(=O)OC